C1(CC1)C1=NN2C(N(C(C(CC2)I)=O)C)=C1 2-cyclopropyl-6-iodo-4-methyl-7,8-dihydro-4H-pyrazolo[1,5-a][1,3]diazepin-5(6H)-one